[Cl-].[Cl-].C[Hf-6](C1C(=CC2=C(C=3CCCC3C=C12)C1=CC=CC=C1)C)(C1C=C(C=C1)CCCC)(=[SiH2])(=[SiH2])(C)(C)C Tetramethyldisilylene(3-n-butyl-cyclopentadienyl)(2-methyl-4-phenyl-1,5,6,7-tetrahydro-s-indacenyl)hafnium (IV) dichloride